C(C)(=O)O[C@H]1C[C@@H]2CC[C@H]3[C@@H]4CC[C@H](C(C)=O)[C@]4(CC[C@@H]3[C@]2(CC1)COC)C (3α,5α)-3-(Acetyloxy)-19-methoxypregnan-20-one